OC[C@@H]1CN(CCO1)C=1C2=C(C(=NN1)C1=C(C=C(C=C1)C)O)CCC2 2-[4-[(2S)-2-(hydroxymethyl)morpholin-4-yl]-6,7-dihydro-5H-cyclopenta[d]pyridazin-1-yl]-5-methyl-phenol